(trimethylsilyl)trifluoroacetamide C[Si](C)(C)NC(C(F)(F)F)=O